C(CCCCCCCCCCCCCCCCCCCCCCC(=O)N)CCCCCCCCCCCCCCCCCCCCCC(=O)N ethylenebis-behenic acid amide